4-(((5-(2-chlorophenoxy)-1,1-dioxido-4H-benzo[e][1,2,4]thiadiazin-3-yl)amino)methyl)benzoic acid ClC1=C(OC2=CC=CC3=C2NC(=NS3(=O)=O)NCC3=CC=C(C(=O)O)C=C3)C=CC=C1